N-(4-{2-(3-aminopropyl)-4-[3-(2,5-difluorobenzene-sulfonylamino)-2-fluorophenyl]-thiazol-5-yl}-pyrimidin-2-yl)-acrylamide trifluoroacetate FC(C(=O)O)(F)F.NCCCC=1SC(=C(N1)C1=C(C(=CC=C1)NS(=O)(=O)C1=C(C=CC(=C1)F)F)F)C1=NC(=NC=C1)NC(C=C)=O